C1=CC(=CC2=C1C=1NC3=CC=C(C=C3C1CC2)[C@]2(N(CCC2)C([C@H](C2=CC=CC=C2)NC(OC(C)(C)C)=O)=O)C(N)=O)[C@]2(N(CCC2)C([C@H](C2=CC=CC=C2)NC(OC(C)(C)C)=O)=O)C(N)=O di-tert-butyl (6,11-dihydro-5H-benzo[a]carbazole-3,8-diylbis{carbamoyl (2S)-pyrrolidine-2,1-diyl[(1S)-2-oxo-1-phenylethane-2,1-diyl]})biscarbamate